C(C1=CC(OC)=C(O)C=C1)OCCCC Vanillyl-Butylether